ClN[C@@H](CC1=CC=C(C=C1)O)C(=O)O N-chlorotyrosine